methyl (5'S,7a'R)-3'-oxotetrahydro-3'H-spiro[piperidine-4,2'-pyrrolo[2,1-b]oxazole]-5'-carboxylate O=C1N2[C@H](OC13CCNCC3)CC[C@H]2C(=O)OC